2-Butyl-3-ethylpyrido[4,3-d]pyrimidin-4(3H)-one C(CCC)C=1N(C(C2=C(N1)C=CN=C2)=O)CC